4-((3-fluoro-5-(1H-pyrazol-5-yl)benzyl)oxy)phenyl sulfurofluoridate S(OC1=CC=C(C=C1)OCC1=CC(=CC(=C1)C1=CC=NN1)F)(=O)(=O)F